ClC=1C=C(C=CC1F)C(C=1NC(=CN1)S(=O)(=O)N1C(CNCC1)C)C1=CC(=C(C=C1)F)Cl 1-((2-(bis(3-chloro-4-fluorophenyl)methyl)-1H-imidazol-5-yl)sulfonyl)-2-methylpiperazine